FC1=C(C(=CC=C1)OC)C1=NC=CC2=C1CN(C2=O)C2=NC(=CC(=C2)C)N[C@@H]2CNC[C@H]2O 4-(2-fluoro-6-methoxyphenyl)-2-(6-(((3r,4r)-4-hydroxypyrrolidin-3-yl)amino)-4-methylpyridin-2-yl)-2,3-dihydro-1H-pyrrolo[3,4-c]pyridin-1-one